(E)-2-(3-(2-(4'-fluoro-2-methylbiphenyl-3-yl)vinyl)-4-(trifluoromethyl)benzylamino)-3-hydroxy-2-methylpropanoic acid FC1=CC=C(C=C1)C1=C(C(=CC=C1)/C=C/C=1C=C(CNC(C(=O)O)(CO)C)C=CC1C(F)(F)F)C